ClC1=CC=C(C=C1)C(CON=C(N)C1=C(N=NC(=C1)C)OC1=CC(=CC=C1)C(F)(F)F)=O N'-[2-(4-chlorophenyl)-2-oxo-ethoxy]-6-methyl-3-[3-(trifluoromethyl)phenoxy]pyridazine-4-carboxamidine